C(#N)C[C@@H]1N(C[C@@H](N(C1)C=1C2=C(N=C(N1)OC[C@H]1N(CCC1)C)CN(CC2)C2=CC=CC1=CC=CC=C21)C)C(=O)OCC2=CC=CC=C2 benzyl (2S,5S)-2-(cyanomethyl)-5-methyl-4-(2-(((S)-1-methylpyrrolidin-2-yl)methoxy)-7-(naphthalen-1-yl)-5,6,7,8-tetrahydropyrido[3,4-d]pyrimidin-4-yl)piperazine-1-carboxylate